ClC1=C(C(=CC=C1)F)N=C=S 1-chloro-3-fluoro-2-isothiocyanato-benzene